6-chloro-N2-Isopropyl-pyridine-2,3-diamine ClC1=CC=C(C(=N1)NC(C)C)N